5-Cyclopropyl-4-methylpyridin-3-amine C1(CC1)C=1C(=C(C=NC1)N)C